7-(4-methoxy-3-nitrophenyl)-9-methyl-3-oxo-7,9-diazabicyclo[3.3.1]nonane COC1=C(C=C(C=C1)N1CC2CC(CC(C1)N2C)=O)[N+](=O)[O-]